6-cyclopropylpyrimidin-4(1H)-one C1(CC1)C1=CC(N=CN1)=O